FC(C1=CC=C(C=N1)NC=1C=CC(=NC1)C1=CC=C(C=C1)[C@@H]1CC[C@H](CC1)C(=O)O)(F)F trans-4-(4-(5-((6-(trifluoromethyl)pyridin-3-yl)amino)pyridin-2-yl)phenyl)cyclohexanecarboxylic acid